C1(=NC=CC2=CC=CC=C12)C(=O)NCC1=NOC(C1)C1(CC1)C1=CC=CC=C1 3-((isoquinoline-1-carboxamido)methyl)-5-(1-phenylcyclopropyl)-4,5-dihydroisoxazole